C(C)(C)(C)C=1C=C(CN2C(N(C(N(C2=O)CC2=CC(=C(C(=C2)C(C)(C)C)O)C(C)(C)C)=O)CC2=CC(=C(C(=C2)C(C)(C)C)O)C(C)(C)C)=O)C=C(C1O)C(C)(C)C 1,3,5-tri(3,5-di-tert-butyl-4-hydroxybenzyl)s-triazine-2,4,6(1H,3H,5H)trione